FC=1C=C2C(=NN(C2=CC1N1CC2(C1)CNC2)C)N2C(NC(CC2)=O)=O 1-(5-fluoro-1-methyl-6-(2,6-diazaspiro[3.3]heptane-2-yl)-1H-indazol-3-yl)dihydropyrimidine-2,4(1H,3H)-dione